ClC=1C=CC(=C(C1)C1=CC(=C(N1C)C)C(=O)NC=1C=NN(C1CCCI)C)CN1CC2=CC=CC(=C2CC1)O 5-{5-chloro-2-[(5-hydroxy-3,4-dihydroisoquinolin-2(1H)-yl)methyl]phenyl}-N-[5-(3-iodopropyl)-1-methyl-1H-pyrazol-4-yl]-1,2-dimethyl-1H-pyrrole-3-carboxamide